2-(2-Bromophenyl)-4,5-bis(4-methoxyphenyl)-1H-imidazole BrC1=C(C=CC=C1)C=1NC(=C(N1)C1=CC=C(C=C1)OC)C1=CC=C(C=C1)OC